C[C@H]1N(CCOC1)C1=NN2C(C(NC[C@H]2C(F)(F)F)=O)=C1 (7S)-2-[(3R)-3-methylmorpholin-4-yl]-7-(trifluoromethyl)-6,7-dihydro-5H-pyrazolo[1,5-a]pyrazin-4-one